N-methyl-5-methyl-2-(1-methylethyl)cyclohexanecarboxamide CNC(=O)C1C(CCC(C1)C)C(C)C